(E)-N-(4-(1-(6-(4-(2-((2-(2,6-dioxopiperidin-3-yl)-1-oxoisoindolin-4-yl)oxy)acetyl)piperazin-1-yl)nicotinoyl)piperidin-4-yl)butyl)-3-(pyridin-3-yl)acrylamide O=C1NC(CCC1N1C(C2=CC=CC(=C2C1)OCC(=O)N1CCN(CC1)C1=NC=C(C(=O)N2CCC(CC2)CCCCNC(\C=C\C=2C=NC=CC2)=O)C=C1)=O)=O